CC1=C(C=NC(=C1C)C=C)O[C@@H]1C[C@]2(N(C=3C(=NN=C(C3)C3=C(C(=CC=C3)C)O)NC2)C1)CC 2-((6aR,8R)-8-((4,5-Dimethyl-6-vinylpyridin-3-yl)oxy)-6a-ethyl-5,6,6a,7,8,9-hexahydro-pyrrolo[1',2':4,5]pyrazino[2,3-c]pyridazin-2-yl)-6-methylphenol